N-[(2-hydroxy-1-naphthyl)methylene]-2-thiophenesulfonamide OC1=C(C2=CC=CC=C2C=C1)C=NS(=O)(=O)C=1SC=CC1